NCCN(CC(=O)O)CC(=O)O N-(2-aminoethyl)-N-(carboxymethyl)-glycine